(S)-1'-(6-amino-5-((2-amino-3-chloropyridin-4-yl)thio)-3-fluoropyrazin-2-yl)-1,3-dihydrospiro[indene-2,4'-piperidine]-1-amine NC1=C(N=C(C(=N1)N1CCC2(CC1)[C@@H](C1=CC=CC=C1C2)N)F)SC2=C(C(=NC=C2)N)Cl